[N+](=O)([O-])C1=C(C(=O)O)C=CC=C1[N+](=O)[O-].CC1=NC(=CC(=C1)C=1NC2=CC=C(C=C2C1C(C)C)C1CCN(CC1)C(CC=1N=CN(C1)C)=O)C 1-(4-(2-(2,6-dimethylpyridin-4-yl)-3-isopropyl-1H-indol-5-yl)piperidin-1-yl)-2-(1-methyl-1H-imidazol-4-yl)ethan-1-one 2-nitronitrobenzoate